ETHYLENGLYCOL e-METHACRYLAT C(C(=C)C)(=O)OCCO